N-(4-Morpholinophenyl)-4-(pyridin-2-yl)-[2,4'-bithiazole]-2'-amine O1CCN(CC1)C1=CC=C(C=C1)NC=1SC=C(N1)C=1SC=C(N1)C1=NC=CC=C1